N(C1=CC=CC=C1)CC#CC=1N(C2=CC=C(C=C2C1)CNC)CC 1-anilino-3-{1-ethyl-5-[(methylamino)methyl]-1H-indol-2-yl}-2-propyne